(S)-N-phenyl-3-(thiazol-2-yl)-3-(p-tolyl)pyrrolidine-1-carboxamide C1(=CC=CC=C1)NC(=O)N1C[C@](CC1)(C1=CC=C(C=C1)C)C=1SC=CN1